7-amino-5-methyl-1-((2-(trimethylsilyl)ethoxy)methyl)indole-3-carbonitrile NC=1C=C(C=C2C(=CN(C12)COCC[Si](C)(C)C)C#N)C